Cl\C(=C/C1SCCCS1)\C1=CC(=C(C(=C1)OC)OC)OC (Z)-2-(2-chloro-2-(3,4,5-trimethoxyphenyl)vinyl)-1,3-dithiane